5-decyl-1-(4-vinylbenzyl)-1H-tetrazole C(CCCCCCCCC)C1=NN=NN1CC1=CC=C(C=C1)C=C